C(C)(=O)C=1C=C(C=CC1)C=1C=C(CC(C1)(C(C)=O)C(C)=O)C(C)=O 3,3',5',5'-Tetraacetylbiphenyl